CN(NC(=O)NC1=CC=C(C=C1)CC1=CC=C(C=C1)NC(NN(C)C)=O)C tetramethyl-4,4'-(methylenedi-p-phenylene)disemicarbazide